CC=1NC(C=C(N1)N1N=C(C=C1)C(=O)OCC)=O Ethyl 1-(2-methyl-6-oxo-1,6-dihydropyrimidin-4-yl)-1H-pyrazole-3-carboxylate